6-(1-(((R)-tert-butylsulfinyl)imino)ethyl)-4-(difluoromethyl)-1H-indole C(C)(C)(C)[S@@](=O)N=C(C)C1=CC(=C2C=CNC2=C1)C(F)F